6-methyl-2-[(7-{8-methyl-1H,2H,3H-pyrido[2,3-b][1,4]oxazin-7-yl}-5H,6H,7H,8H-pyrido[3,4-d]pyrimidin-2-yl)amino]-4H,5H,6H,7H,8H-pyrazolo[1,5-d][1,4]diazepin-7-one CN1C(CN2C(CC1)=CC(=N2)NC=2N=CC1=C(N2)CN(CC1)C1=C(C2=C(OCCN2)N=C1)C)=O